C(C)OC(=O)C1=C[C@H]([C@H]([C@@H](C1)O)OS(=O)(=O)C)O (3R,4S,5R)-3,5-dihydroxy-4-((methylsulfonyl)oxy)cyclohex-1-ene-1-carboxylic acid ethyl ester